tert-butyl-4-((8-((tert-butoxycarbonyl)(2-(dimethylamino)benzyl)amino)-3-isopropylimidazo[1,2-b]pyridazin-6-yl)thio)piperidine C(C)(C)(C)N1CCC(CC1)SC=1C=C(C=2N(N1)C(=CN2)C(C)C)N(CC2=C(C=CC=C2)N(C)C)C(=O)OC(C)(C)C